SC=1C=CC=C2C=CC=NC12 L-8-mercaptoquinoline